FC1=C(C=C(C=C1)F)C1(CC(C1)NS(=O)(=O)C(F)(F)F)S(=O)(=O)C1=CC=C(C=C1)C(F)(F)F N-(cis-3-(2,5-difluorophenyl)-3-{[4-(trifluoromethyl)phenyl]sulfonyl}cyclobutyl)-1,1,1-trifluoromethanesulfonamide